C(C)(C)(C)N1N=C(C(=C1NC1=CC(=NC=C1)OCCOC)C(=O)N)C1=CC=C(C=C1)NS(=O)(=O)C=C 1-(tert-butyl)-5-((2-(2-methoxyethoxy)pyridin-4-yl)amino)-3-(4-(vinylsulfonamido)phenyl)-1H-pyrazole-4-carboxamide